1-amino-7-methoxy-1,3-dihydro-spiro[indene-2,4'-piperidine] NC1C2=C(C=CC=C2CC12CCNCC2)OC